methyl 2-(4-(1H-tetrazol-5-yl)phenyl)-2-(3,3-difluorocyclopentyl)acetate N1N=NN=C1C1=CC=C(C=C1)C(C(=O)OC)C1CC(CC1)(F)F